C(C)(C)(C)OC(=O)NCC=1C=C(C=CC1)C1=CC(=CC=2C=COC21)COC2=C(C=CC=C2)[C@H](C(=O)OCC)NC(=O)C2CC2 (R)-ethyl 2-(2-((7-(3-(((tert-butoxycarbonyl)amino)methyl)phenyl)benzofuran-5-yl)methoxy)phenyl)-2-(cyclopropanecarboxamido)acetate